5-(5-(2-((tert-butyldiphenylsilyl)oxy)-3,3-difluoropropyl)-1,2,4-oxadiazol-3-yl)-2-methylaniline [Si](C1=CC=CC=C1)(C1=CC=CC=C1)(C(C)(C)C)OC(CC1=NC(=NO1)C=1C=CC(=C(N)C1)C)C(F)F